[V+5].[Zn+2] zinc-vanadium (V)